5-bromo-2H-naphthaleno[1,8-bc]furan BrC1=C2C=CC=C3OCC(=C32)C=C1